(E)-5-(6-(2-(2-fluoro-5-methoxybenzylidene)hydrazine-1-carbonyl)pyrazin-2-yl)pyridine-2-sulfonamide FC1=C(\C=N\NC(=O)C2=CN=CC(=N2)C=2C=CC(=NC2)S(=O)(=O)N)C=C(C=C1)OC